NC1=NC2=C(C=C(C1)C(NCCCNC(=O)OC(C)(C)C)=O)C=CC(=C2)C(=O)OC methyl 2-amino-4-[3-(tert-butoxycarbonylamino) propyl-carbamoyl]-3H-1-benzazepine-8-carboxylate